C(C)OCCC1C(N(CCC1C1=CC=CC=C1)C(=O)N)(C)C (2-ethoxyethyl)-2,2-dimethyl-4-phenylpiperidine-1-carboxamide